((4r,5s,7r,8r,9s,10r)-8,10-dihydroxy-7-(hydroxymethyl)-9-(4-(3,4,5-trifluorophenyl)-1H-1,2,3-triazol-1-yl)-1,6-dioxaspiro[4.5]dec-4-yl)benzo[b]thiophene-4-carboxamide O[C@H]1[C@H](O[C@@]2([C@@H](CCO2)C2=CC3=C(S2)C=CC=C3C(=O)N)[C@@H]([C@H]1N1N=NC(=C1)C1=CC(=C(C(=C1)F)F)F)O)CO